palladium diethoxide [O-]CC.[O-]CC.[Pd+2]